1-[5-(Triphenylmethoxy)pentyl]thymine C1(=CC=CC=C1)C(OCCCCCN1C(=O)NC(=O)C(C)=C1)(C1=CC=CC=C1)C1=CC=CC=C1